6-[3-(6-methyl-2-pyridyl)-1H-pyrazol-4-yl]-3-(4,5,6,7-tetrahydrotriazolo[1,5-a]pyrazin-3-yl)quinoline CC1=CC=CC(=N1)C1=NNC=C1C=1C=C2C=C(C=NC2=CC1)C=1N=NN2C1CNCC2